CC(CN1CC2(CC1)CCN(CC2)C=2C1=C(N=C(N2)C2=CC=NC=C2)C=NC=C1)(C#C)O 2-methyl-1-(8-(2-(pyridin-4-yl)pyrido[3,4-d]pyrimidin-4-yl)-2,8-diazaspiro[4.5]decan-2-yl)but-3-yn-2-ol